C1(=CCCCC1)CCN(C1=NC=C(C=N1)B1OC(C(O1)(C)C)(C)C)C N-(2-(cyclohex-1-en-1-yl)ethyl)-N-methyl-5-(4,4,5,5-tetramethyl-1,3,2-dioxaborolan-2-yl)pyrimidin-2-amine